2-chloro-6-(5-chloropyridinyl)-8-(1-methyl-1H-pyrazol-4-yl)-[1,2,4]triazolo[1,5-a]pyrazine ClC1=NN2C(C(=NC(=C2)C2=NC=C(C=C2)Cl)C=2C=NN(C2)C)=N1